N-(4-fluoro-2-(5-isopropyl-3-methylisoxazol-4-yl)phenyl)-4-(6-((tetrahydro-2H-pyran-4-yl)methyl)-2,6-diazaspiro[3.3]heptan-2-yl)pyrimidin-5-amine FC1=CC(=C(C=C1)NC=1C(=NC=NC1)N1CC2(C1)CN(C2)CC2CCOCC2)C=2C(=NOC2C(C)C)C